ClC=1C(N(N=CC1NC[C@@]1(COCCC1)F)C=1C=NC(=CC1)S(=O)(=O)C1=CC=C(C=C1)OC(F)(F)F)=O (S)-4-chloro-5-(((3-fluorotetrahydro-2H-pyran-3-yl)methyl)amino)-2-(6-((4-(trifluoromethoxy)phenyl)sulfonyl)pyridin-3-yl)pyridazin-3(2H)-one